2-hydrazineyl-4-iodo-3-methoxypyridine N(N)C1=NC=CC(=C1OC)I